C(C)(C)NCCCC[C@H](N)C(=O)N1[C@@H](CCC1)C(=O)N[C@H](C)C(=O)N N6-isopropyl-L-lysyl-L-prolyl-D-alaninamide